N-(3-(4-methyl-1H-imidazol-1-yl)-5-(trifluoromethyl)phenyl)acrylamide CC=1N=CN(C1)C=1C=C(C=C(C1)C(F)(F)F)NC(C=C)=O